4-Chloro-1-(4-Chloro-3-(pyrrolidin-1-ylmethyl)benzyl)-1H-imidazo[4,5-c]quinoline ClC1=NC=2C=CC=CC2C2=C1N=CN2CC2=CC(=C(C=C2)Cl)CN2CCCC2